2-chloro-4-(quinolin-3-yl)-5,6,7,8-tetrahydroquinazolin ClC1=NC=2CCCCC2C(=N1)C=1C=NC2=CC=CC=C2C1